t-pentylperoxy-sec-butyl monocarbonate C(OC(C)(CC)OOC(C)(C)CC)([O-])=O